3'-[6-(Hydroxymethyl)-1-oxo-4-(trifluoromethyl)-3H-isoindol-2-yl]-6-(4-methyl-1,2,4-triazol-3-yl)-[1,1'-biphenyl]-3-carbonitrile OCC1=CC(=C2CN(C(C2=C1)=O)C=1C=C(C=CC1)C1=CC(=CC=C1C1=NN=CN1C)C#N)C(F)(F)F